[Br-].C(C(=C)C)(=O)OCC[NH+](C)CCCCCCCCCCCCCCCC 2-methacryloxyethyl-hexadecyl-methyl-ammonium bromide